N,N-dimethyl-thiazolo[4,5-d]pyrimidin-2-amine CN(C=1SC2=C(N=CN=C2)N1)C